methyl (S)-3-(4,5-bis(2-chloro-4-fluorophenyl)quinolin-8-yl)-2-(2,6-difluorobenzamido)propanoate ClC1=C(C=CC(=C1)F)C1=CC=NC2=C(C=CC(=C12)C1=C(C=C(C=C1)F)Cl)C[C@@H](C(=O)OC)NC(C1=C(C=CC=C1F)F)=O